2-allyl-1-(6-(2-hydroxypropan-2-yl)pyridin-2-yl)-6-((4-(4-methylpiperazin-1-yl)phenyl)amino)-1,2-dihydro-3H-pyrazolo[3,4-d]pyrimidin-3-one C(C=C)N1N(C2=NC(=NC=C2C1=O)NC1=CC=C(C=C1)N1CCN(CC1)C)C1=NC(=CC=C1)C(C)(C)O